FC=1C=NC(=NC1)[Sn](C)(C)C (5-fluoropyrimidin-2-yl)-trimethyl-stannane